2-(benzofuran-6-yl)malonic acid O1C=CC2=C1C=C(C=C2)C(C(=O)O)C(=O)O